CC1=CC=CC(=C1C(=O)Cl)[N+](=O)[O-] 6-methyl-2-nitrobenzoyl chloride